C(C)(C)(C)OC(N(C=1C2=C(N=C(N1)C)NC=C2)C(=O)OC(C)(C)C)=O (tert-Butoxycarbonyl)(2-methyl-7H-pyrrolo[2,3-d]pyrimidin-4-yl)carbamic acid tert-butyl ester